7-Diethylamino-3-(4-aminophenyl)coumarin C(C)N(C1=CC=C2C=C(C(OC2=C1)=O)C1=CC=C(C=C1)N)CC